Cl.Cl.N[C@H](C(=O)OCC1=CC(=NC(=C1)Cl)Cl)CC=1C=NC(=CC1)NC (2,6-Dichloropyridin-4-yl)methyl (S)-2-amino-3-(6-(methylamino)pyridin-3-yl)propanoate dihydrochloride